C(C)OC=1C=C(C=2N(C1)N=C1C2C=NN1)C=1C=CC(=NC1)N1C[C@@H]2[C@H](C1)CN(C2)NC(C2=C(C=CC=C2F)Cl)=O N-((3aR,6aS)-5-(5-(6-ethoxy-1H-pyrazolo[3',4':3,4]pyrazolo[1,5-a]pyridin-4-yl)pyridin-2-yl)hexahydropyrrolo[3,4-c]pyrrol-2(1H)-yl)-2-chloro-6-fluorobenzamide